2,4-difluoro-6-(tributylstannyl)benzaldehyde FC1=C(C=O)C(=CC(=C1)F)[Sn](CCCC)(CCCC)CCCC